CC1=NN(C2=CC=C(C=C12)C(=O)OC)C1COC1 methyl 3-methyl-1-(oxetan-3-yl)indazole-5-carboxylate